1-(1,3-dioxo-2-(((trifluoromethyl)sulfonyl)oxy)-2,3-dihydro-1H-benzo[de]isoquinolin-5-yl)-1H-1,2,3-triazole-4-carboxylic acid O=C1N(C(C2=C3C(C=CC=C13)=CC(=C2)N2N=NC(=C2)C(=O)O)=O)OS(=O)(=O)C(F)(F)F